ClC1=NC(=NC(=C1OC1=C(C=CC=C1)OC)Cl)CC1=CC(=CC=C1)F 4,6-Dichloro-2-(3-fluorobenzyl)-5-(2-methoxyphenoxy)pyrimidine